(S)-2-cyclopropyl-N-((1S,9S)-9-ethyl-5-fluoro-9-hydroxy-4-methyl-10,13-dioxo-1,2,3,9,10,12,13,15-octahydrobenzo[de]pyrano[3',4':6,7]indolizino[1,2-b]quinolin-1-yl)-2-hydroxyacetamide C1(CC1)[C@@H](C(=O)N[C@H]1CCC=2C=3C1=C1C(=NC3C=C(C2C)F)C2=CC3=C(C(N2C1)=O)COC([C@]3(O)CC)=O)O